C(C1=CC=CC=C1)[Si](O)(O)CC1=CC=CC=C1 dibenzyl-silandiol